OC1=C(C(=O)O)C=CC(=C1)C1(NC(NC1=O)=O)C 2-hydroxy-4-(4-methyl-2,5-dioxo-imidazolidin-4-yl)benzoic acid